N1=CC(=CC=C1)C=CC(=O)NCCCCCCC(=O)O 7-(3-(pyridin-3-yl)acrylamido)heptanoic acid